6-(4-methyl-1H-pyrazol-3-yl)-5-(methylsulfonyl)pyridinecarbonitrile CC=1C(=NNC1)C1=C(C=CC(=N1)C#N)S(=O)(=O)C